(S*)-3-(5-(6-amino-2-fluoropyridin-3-yl)-1H-imidazol-2-yl)-8-chloro-7-fluoro-2,3-dihydrobenzo[5,6]pyrido[4',3':7,8]azocino[4,3-g]indolizine-5,16(1H,15H)-dione NC1=CC=C(C(=N1)F)C1=CN=C(N1)[C@@H]1CCC2=C3C(=CC(N12)=O)C1=C(C2=C(NC3=O)C=NC=C2)C=CC(=C1F)Cl |o1:13|